trifluoroethyl-diisopropyl-oxysilane FC(C[SiH](OC(C)C)OC(C)C)(F)F